FC(C(=O)O)(C=1C=CC=C2C=CC=NC12)F 2,2-difluoro-2-(quinolin-8-yl)acetic acid